C(C1=CC=CC=C1)OC(=O)NC=1C(=C(C=CC1)[C@@](CC(=O)OC)(C)N\C(\N[C@H]1C[C@H](C(CC1)(F)F)C)=N/C(=O)OC(C)(C)C)Cl |&1:27,29| Methyl (3S)-3-[3-(benzyloxycarbonylamino)-2-chlorophenyl]-3-({(Z)-N'-tert-butoxy-carbonyl-N-[(1RS,3RS)-4,4-difluoro-3-methylcyclohexyl]carbamimidoyl}amino)-butanoate